CC(=O)NC(CCCNC(=O)N)C(=O)O N-α-acetylcitrulline